7-Chloro-3,4-dihydro-2H-benzo[b][1,4]oxazine-2-carboxamide ClC=1C=CC2=C(OC(CN2)C(=O)N)C1